FC(S(=O)(=O)N[C@@H]1[C@@H](N(CC12CC2)C(=O)[C@@H]2OCC2)CC=2C(=C(C=CC2)C2=CC=CC=C2)F)(F)F 1,1,1-trifluoro-N-((6S,7S)-6-((2-fluoro-[1,1'-biphenyl]-3-yl)methyl)-5-((R)-oxetane-2-carbonyl)-5-azaspiro[2.4]heptan-7-yl)methanesulfonamide